ClC=1C(=NC(=NC1)N[C@H]1CN(CC[C@@H]1F)C(=O)OC(C)(C)C)C1=CN=C2N1N=C(C(=C2)OC)C2CC2 tert-butyl (3S,4S)-3-((5-chloro-4-(6-cyclopropyl-7-methoxyimidazo[1,2-b]pyridazin-3-yl)pyrimidin-2-yl)amino)-4-fluoropiperidine-1-carboxylate